FC(C=1C(=C(C=CC1)[C@@H](C)NC1=C2C(=C(N=N1)C)C=NC(=C2)N2CCNCC2)C)F (R)-N-(1-(3-(difluoromethyl)-2-methylphenyl)ethyl)-4-methyl-7-(piperazin-1-yl)pyrido[3,4-d]pyridazin-1-amine